(R)-3-acetamido-5-((1-(naphthalen-1-yl)ethyl)carbamoyl)benzoic acid C(C)(=O)NC=1C=C(C(=O)O)C=C(C1)C(N[C@H](C)C1=CC=CC2=CC=CC=C12)=O